COC(C(C(=O)OC)=C)=O 2-methylenemalonic acid dimethyl ester